5-(Pyrrolidin-1-yl)pyrazolo[1,5-a]pyrimidin-3-amine N1(CCCC1)C1=NC=2N(C=C1)N=CC2N